(2R,3S)-2-[4-[(R)-amino(5-chloro-2-hydroxy-4-methylphenyl)methyl]piperidine-1-carbonyl]oxolan-3-ol N[C@H](C1CCN(CC1)C(=O)[C@@H]1OCC[C@@H]1O)C1=C(C=C(C(=C1)Cl)C)O